N=C(NC(NC1=NC=CC(=C1N(C(OC(C)(C)C)=O)C)C(F)(F)F)=S)C1=CC2=C(C=N1)CCN2C(C)C tert-butyl (2-(3-(imino(1-isopropyl-2,3-dihydro-1H-pyrrolo[3,2-c]pyridin-6-yl)methyl)thioureido) (trifluoromethyl)pyridin-3-yl)(methyl)carbamate